NC1=C2C(=NC=N1)N(N=C2C2=CC=C(C(=O)NC1=NC=CC=C1)C=C2)CC2=CC=C(C=C2)C(NC2=C(C=CC=C2)N)=O 4-(4-amino-1-(4-((2-aminophenyl)carbamoyl)benzyl)-1H-pyrazolo[3,4-d]pyrimidin-3-yl)-N-(pyridin-2-yl)benzamide